4-((R,5S)-3,8-diazabicyclo[3.2.1]octan-3-yl)-7-(8-chloronaphthalen-1-yl)-8-fluoro-2-(2-(pyridin-3-yl)ethoxy)pyrido[4,3-d]pyrimidine [C@H]12CN(C[C@H](CC1)N2)C=2C1=C(N=C(N2)OCCC=2C=NC=CC2)C(=C(N=C1)C1=CC=CC2=CC=CC(=C12)Cl)F